ClC=1N=CC=2N(C1)C(=CN2)C2=NC=CC(=N2)N2[C@H]([C@@H](OCC2)C=2C=NNC2)C Trans-4-(2-(6-Chloroimidazo[1,2-a]pyrazin-3-yl)pyrimidin-4-yl)-3-methyl-2-(1H-pyrazol-4-yl)morpholine